C(C1=CC=CC=C1)OC(=O)NC(=NC(=O)OCC1=CC=CC=C1)N1N=CC=C1 N,N'-Bis(benzyloxycarbonyl)-1H-pyrazole-1-carboxamidine